5-(4-(2-Bromoacetyl)phenoxy)pentanoic acid methyl ester COC(CCCCOC1=CC=C(C=C1)C(CBr)=O)=O